OC(CCOCCOCCOCCOCCOCCOCCN1N=NC(=C1)COC1=C(C(=CC=C1)OCC=1N=NN(C1)CCOCCOCCOCCOCCOCCOCCC(O)=O)C=1C2=CC=C(N2)C=C2C=CC(C(=C3C=CC(=CC=4C=CC1N4)N3)C3=C(C=CC=C3OCC=3N=NN(C3)CCOCCOCCOCCOCCOCCOCCC(O)=O)OCC=3N=NN(C3)CCOCCOCCOCCOCCOCCOCCC(O)=O)=N2)=O 5,15-Bis{2,6-Bis[1-(1-(21-hydroxy-21-oxo-3,6,9,12,15,18-hexaoxaheneicosanyl)-1H-1,2,3-triazol-4-yl)methoxy]phenyl}porphyrin